4-(3-chloro-2-fluoro-anilino)-7-[2-[(3R)-1,3-dimethylpyrrolidin-3-yl]ethynyl]quinazolin-6-ylamide ClC=1C(=C(NC2=NC=NC3=CC(=C(C=C23)[NH-])C#C[C@@]2(CN(CC2)C)C)C=CC1)F